COC1=CC=C(C=C1)C1=NC(NC2=C3C(=CC=C12)C=CC=C3)=O 4-(4-methoxyphenyl)-1H-benzo[H]quinazolin-2-one